[4-(3-methoxyphenyl)thiazol-2-yl]-4-morpholino-benzamide COC=1C=C(C=CC1)C=1N=C(SC1)C1=C(C(=O)N)C=CC(=C1)N1CCOCC1